N-METHYL-1-(2-OXOETHYL)PIPERIDINE-4-CARBOXAMIDE CNC(=O)C1CCN(CC1)CC=O